BrC=1C=C(C=CC1)N1CCN(CC1)CC=1C=C2C(N(C(C2=CC1)=O)N1C(NC(CC1)=O)=O)=O 5-((4-(3-bromophenyl)piperazin-1-yl)methyl)-2-(2,4-dioxotetrahydropyrimidine-1(2H)-yl)isoindoline-1,3-dione